CO\C(\C(=O)OC)=C/C1=CC=C(C2=C1SC=C2)OC(CC=2N=C(OC2C)C2=C(C(=C(C(=C2[2H])[2H])[2H])[2H])[2H])([2H])[2H] methyl (Z)-2-methoxy-3-(4-(2-(5-methyl-2-(phenyl-d5)oxazol-4-yl)ethoxy-1,1-d2)benzo[b]thiophen-7-yl)acrylate